C(#N)C1=C(C=CC(=C1)N(S(=O)(=O)C=1C=NC=CC1)C1=CC=C(C=C1)F)N1CCN(CC1)S(=O)(=O)N(C)C 4-(2-cyano-4-(N-(4-fluorophenyl)pyridin-3-sulfonamido)phenyl)-N,N-dimethylpiperazin-1-sulfonamide